CO[C@H]1CC[C@H](CC1)CN1CC(NC2=NC=CN=C21)=O 4-((cis-4-methoxycyclohexyl)methyl)-3,4-dihydropyrazino[2,3-b]pyrazin-2(1H)-one